7-bromo-2-(4-methoxybenzyl)-8-(naphthalen-1-ylmethyl)-6-oxo-9-(3-(trifluoromethyl)phenyl)-3,4-dihydro-2H,6H-pyrido[1,2-e][1,2,5]thiadiazine-4-carboxylate 1,1-dioxide BrC1=C(C(=C2N(C(CN(S2(=O)=O)CC2=CC=C(C=C2)OC)C(=O)[O-])C1=O)C1=CC(=CC=C1)C(F)(F)F)CC1=CC=CC2=CC=CC=C12